CN1C(N(C=2C1=C1CNCC1=CC2)C2C(NC(CC2)=O)=O)=O 3-(1-methyl-2-oxo-1,6,7,8-tetrahydroimidazo[4,5-e]isoindol-3(2H)-yl)piperidine-2,6-dione